3-(5-Fluoro-2-((1-methylpiperidin-4-yl)amino)pyrimidin-4-yl)-N-(pyrimidin-5-yl)imidazo[1,2-a]pyridin-6-amine FC=1C(=NC(=NC1)NC1CCN(CC1)C)C1=CN=C2N1C=C(C=C2)NC=2C=NC=NC2